C(N)(OC=1C(=NC=CC1C1=NC=C(C=C1F)F)Cl)=O (2'-chloro-3,5-difluoro-[2,4'-bipyridine]-3'-yl) carbamate